4-chloro-N-methoxy-N,5-dimethylthiophene-2-carboxamide ClC=1C=C(SC1C)C(=O)N(C)OC